N-(N'-{N''-[N'''-(2-aminoethyl)-2-aminoethyl]-2-aminoethyl}-2-aminoethyl)aspartamide NCCNCCNCCNCCNC([C@@H](N)CC(=O)N)=O